ClC1=CC=C(C=C1)C1(C2=CC=CC=C2C=2C=CC(=CC12)OCC1CC(C(C(C1)OCCCCCCCCCCCCCCCCCC)OCCCCCCCCCCCCCCCCCC)OCCCCCCCCCCCCCCCCCC)O 9-(4-chlorophenyl)-2-(3,4,5-tris(octadecyloxy)-cyclohexylmethoxy)-9-fluorenol